C12CNCC(CC1)N2C=2SC=1CN(CCC1N2)C(=O)C2=CC=CC=C2 (2-(3,8-diazabicyclo[3.2.1]octan-8-yl)-6,7-dihydrothiazolo[5,4-c]pyridin-5(4H)-yl)(phenyl)methanone